6,6'-(1,2-ethenediyl)bis(N-2-naphthalenyl-N-phenyl-2-naphthalenamine) C(=CC=1C=C2C=CC(=CC2=CC1)N(C1=CC2=CC=CC=C2C=C1)C1=CC=CC=C1)C=1C=C2C=CC(=CC2=CC1)N(C1=CC=CC=C1)C1=CC2=CC=CC=C2C=C1